FC=1C(=CC2=C([C@@H](CO2)NC)C1)C1C(C1)C#N rac-2-[(3S)-5-fluoro-3-(methylamino)-2,3-dihydrobenzofuran-6-yl]cyclopropanecarbonitrile